Cl.Cl.[C@@H]12CNC(C[C@H]2C1)C=1NC(C2=C(N1)C=C(S2)C=2C=NNC2C)=O |o1:2,7| 2-[(1R*,6R*)-3-azabicyclo[4.1.0]hept-4-yl]-6-(5-methyl-1H-pyrazol-4-yl)thieno[3,2-d]pyrimidin-4(3H)-one dihydrochloride